C(C1=CC=CC=C1)OC1=NC(=CC=C1C1=NN(C2=C(C=CC=C12)[C@@H]1CN(CC1)C(=O)OC(C)(C)C)C)OCC1=CC=CC=C1 tert-butyl (3R)-3-[3-(2,6-dibenzyloxy-3-pyridyl)-1-methyl-indazol-7-yl]pyrrolidine-1-carboxylate